3-(2-phenoxyphenyl)acrylamide O(C1=CC=CC=C1)C1=C(C=CC=C1)C=CC(=O)N